1-(4-((2-iodo-1-(2,2,2-trifluoroethyl)-1H-indol-4-yl)amino)-3-methylpiperidin-1-yl)-3-methoxypropan-2-ol IC=1N(C2=CC=CC(=C2C1)NC1C(CN(CC1)CC(COC)O)C)CC(F)(F)F